tert-Butyl 2-chloro-6-[3-(1,1,2,2-tetradeuterio-2-dispiro[2.0.2.1]heptan-7-yl-ethoxy)pyrazol-1-yl]pyridine-3-carboxylate ClC1=NC(=CC=C1C(=O)OC(C)(C)C)N1N=C(C=C1)OC(C(C1C2(C13CC3)CC2)([2H])[2H])([2H])[2H]